CN1C(C2=CC=CC=C2C2(C1)CC(CCC2)=O)=O methyl-2',3'-dihydro-1'H-spiro[cyclohexane-1,4'-isoquinoline]-1',3-dione